7-(2-((2-Hydroxybenzyl)amino)ethyl)quinolin OC1=C(CNCCC2=CC=C3C=CC=NC3=C2)C=CC=C1